BrC=1C(=C(C=C(C1)C(C)(C)F)C=O)F 3-Bromo-2-fluoro-5-(2-fluoroprop-2-yl)benzene-1-carbaldehyde